FC1=CC=C(CN(S(=O)(=O)C2=CC=C(C=C2)C)C=C=C)C=C1 N-(4-fluorobenzyl)-4-methyl-N-allenylbenzenesulfonamide